8,8,11-Trimethyl-5-pentyl-4H,8H-spiro[benzo[c][1,3]dioxino[4,5-f]chromen-2,1'-cyclopentan]-4-on CC1(OC2=CC(=C3C(=C2C2=C1C=CC(=C2)C)OC2(CCCC2)OC3=O)CCCCC)C